COC1=C(C=CC(=C1)CC(OCC=1CC2(C(C(=CC2C23C(C1)C1OC(OC1(CC2C)C(=C)C)(O3)CC3=CC=CC=C3)C)=O)O)=O)[O-] 2-methoxy-4-(2-oxo-2-{[(13-benzyl-6-hydroxy-4,17-dimethyl-5-oxo-15-isopropenyl-12,14,18-trioxapentacyclo[11.4.1.01,10.02,6.011,15]octadeca-3,8-dien-8-yl)methyl]oxy}ethyl)phenolate